4-(thiazol-2-yl)-2-p-tolyl-1H-indole-7-carboxamide S1C(=NC=C1)C1=C2C=C(NC2=C(C=C1)C(=O)N)C1=CC=C(C=C1)C